2-cyclopropoxy-3,4,5,6-tetrafluoro-N-(3-fluoro-4-methoxyphenyl)benzenesulfonamide C1(CC1)OC1=C(C(=C(C(=C1F)F)F)F)S(=O)(=O)NC1=CC(=C(C=C1)OC)F